(1S,3S,4S)-N-((R)-1-cyano-2-((S)-2-oxopiperidin-3-yl)ethyl)-2-(2,7-difluoro-9-hydroxy-9H-fluorene-9-carbonyl)-5,5-difluoro-2-azabicyclo[2.2.2]octane-3-carboxamide C(#N)[C@@H](C[C@H]1C(NCCC1)=O)NC(=O)[C@H]1N([C@@H]2CC([C@H]1CC2)(F)F)C(=O)C2(C1=CC(=CC=C1C=1C=CC(=CC21)F)F)O